5-[[2-chloro-6-[4-[4-[(4R)-4-amino-2-oxo-pyrrolidin-1-yl]phenyl]sulfonylpiperazin-1-yl]-4-pyridyl]-difluoro-methyl]-N-[3-(dimethylamino)propyl]pyrazine-2-carboxamide ClC1=NC(=CC(=C1)C(C=1N=CC(=NC1)C(=O)NCCCN(C)C)(F)F)N1CCN(CC1)S(=O)(=O)C1=CC=C(C=C1)N1C(C[C@H](C1)N)=O